6-(4-((1-(2-(2,6-dioxopiperidin-3-yl)-1,3-dioxoisoindolin-5-yl)azetidin-3-yl)methyl)piperazin-1-yl)pyridin O=C1NC(CCC1N1C(C2=CC=C(C=C2C1=O)N1CC(C1)CN1CCN(CC1)C1=CC=CC=N1)=O)=O